BrC1=C(C(=NC=C1)I)CCOC(NC(=O)OC(C)(C)C)=O (2-(4-bromo-2-iodopyridin-3-yl)ethyl)(tert-butoxycarbonyl)carbamate